CC(/C=C/CCCCC(=O)OCC1=CC(=C(C=C1)O)OC)C (E)-4-hydroxy-3-methoxybenzyl 8-methylnon-6-enoate